C(#N)C=1C=CC(=C2C=CC=NC12)N1C[C@@]2(C[C@@]2(C1)C(F)(F)F)C1=NN=C(O1)[C@H]1CN(CCO1)CC(=O)N 2-((R)-2-(5-((1S,5R)-3-(8-cyanoquinolin-5-yl)-5-(trifluoromethyl)-3-azabicyclo[3.1.0]hexan-1-yl)-1,3,4-oxadiazol-2-yl)morpholinyl)acetamide